C(#C)C1=C(C=CC2=CC=CC(=C12)I)F 1-Ethynyl-2-fluoro-8-iodonaphthalene